(2R,3S)-2-(3-(5,6-dichloro-1H-imidazo[4,5-b]pyridin-1-yl)propyl)piperidin-3-ol ClC1=C(C=C2C(=N1)N=CN2CCC[C@H]2NCCC[C@@H]2O)Cl